COC(=O)C=1SC=C(C1NCCO[Si](C)(C)C(C)(C)C)Br.C(C)(C)C1CCN(CC1)C1=NC=C(C=N1)NCC1CCC(CC1)C(=O)N (1r,4r)-4-(((2-(4-isopropylpiperidin-1-yl)pyrimidin-5-yl)amino)methyl)cyclohexane-1-carboxamide Methyl-4-bromo-3-((2-((tert-butyldimethylsilyl)oxy)ethyl)amino)thiophene-2-carboxylate